Cl.BrC1=CC=C(C(=N1)C[C@H](N)C1=C(C=CC=C1)C1=NOC2=C1C=CC(=C2)F)F (S)-2-(6-Bromo-3-fluoropyridine-2-yl)-1-[2-(6-fluorobenzo[d]isoxazol-3-yl)phenyl]-ethan-1-amine hydrochloride